C(C)(C)(C)OC(=O)N1CCC(CC1)C1=CC=CC=2OCC(OC21)C2=C(C=C(C=C2)Cl)Cl 4-(3-(2,4-dichlorophenyl)-2,3-dihydrobenzo[b][1,4]dioxin-5-yl)piperidine-1-carboxylic acid tert-butyl ester